NCCNC(C(CCCCCC(C(=O)NCCN)Br)Br)=O N1,N9-bis(2-aminoethyl)-2,8-dibromononanediamide